FC(CN1C(=NC2=C1C=C(C=C2)C2=CNC=1N=C(N=CC12)NC1CC(C1)(C)NC(CC)=O)C)F N-((1s,3s)-3-((5-(1-(2,2-difluoroethyl)-2-methyl-1H-benzo[d]imidazol-6-yl)-7H-pyrrolo[2,3-d]pyrimidin-2-yl)amino)-1-methylcyclobutyl)propionamide